ClC1=CC=C(CC2CCN(CC2)C2=C(C=C(C=C2)CC(=O)OCC)F)C=C1 Ethyl 2-(4-(4-(4-chlorobenzyl)piperidin-1-yl)-3-fluorophenyl)acetate